4-((2,4-dichloro-5-methoxyphenyl)amino)-7-((2-(2,6-dioxopiperidin-3-yl)-4-fluoro-1-Oxoisoindoline-5-yl)methoxy)-6-methoxyquinoline-3-carbonitrile ClC1=C(C=C(C(=C1)Cl)OC)NC1=C(C=NC2=CC(=C(C=C12)OC)OCC=1C(=C2CN(C(C2=CC1)=O)C1C(NC(CC1)=O)=O)F)C#N